(±)-1-tert-butyl-3-(3,3-dimethoxycyclopentyl)-1H-pyrazol-5-amine C(C)(C)(C)N1N=C(C=C1N)[C@H]1CC(CC1)(OC)OC |r|